9-Hydroxy-12-[4-(morpholin-4-yl)phenyl]-4-thia-2,12-diazatricyclo[7.3.0.03,7]dodeca-1,3(7),5-trien-8-one OC12C(C=3C=CSC3N=C2N(CC1)C1=CC=C(C=C1)N1CCOCC1)=O